NC1=C(C=C(C=N1)NC(C(=O)N1[C@@H](CC[C@H](C1)C)C=1C=CC2=C(C(=NS2)C)C1)=O)C N-(6-amino-5-methyl-3-pyridyl)-2-[(2S,5R)-5-methyl-2-(3-methyl-1,2-benzothiazol-5-yl)-1-piperidyl]-2-oxo-Acetamid